CC1=C(C=NN1C(CC)O)C1=NC(=NC=C1)C1=NNC2=CC=C(C=C12)OC(C)C (5-methyl-4-{2-[5-(propan-2-yloxy)-1H-indazol-3-yl]pyrimidin-4-yl}-1H-pyrazol-1-yl)propan-1-ol